C[Si](Cl)(C1=CC=CC=C1)C1C=CC=C1 methylcyclopentadienyl-phenylchlorosilane